OC1(C=CC(O1)=O)CO 5-hydroxy-5-(hydroxymethyl)furan-2(5H)-one